N1(CCC1)CCCN(C(CCCCCCCC)=O)C(CCCCCCCCC(=O)OCC(CCCCCC)CCCC)CCCCCCCCC(=O)OCC(CCCCCC)CCCC Bis(2-butyloctyl) 10-(N-(3-(azetidin-1-yl)propyl)nonanamido)nonadecanedioate